methylpropan-2-ylacetic acid methyl ester COC(C(C(C)C)C)=O